C(C)N(CCO)CC 2-(diethylamino)ethanol